C1=C(C=CC2=CC=CC=C12)C1=C2C=CC=CC2=C(C2=CC=CC=C12)C=1C=C(C=CC1)C1=NC2=C(N1C1=CC=CC=C1)C=CC=C2 2-[3-(10-naphthalene-2-yl-anthracene-9-yl)-phenyl]-1-phenyl-1H-benzimidazole